2-((4-(2,4-difluorophenyl)piperazin-1-yl)methyl)imidazo[1,2-c]quinazolin-5-amine FC1=C(C=CC(=C1)F)N1CCN(CC1)CC=1N=C2N(C(=NC=3C=CC=CC23)N)C1